ClC1=C(C=C2C=C(N=CC2=C1)NC(=O)[C@@H]1C[C@H](C1)C(C)(C)O)C1CCN(CC1)[C@]1(COC[C@H]1O)C trans-N-(7-chloro-6-(1-((3S,4S)-4-hydroxy-3-methyltetrahydrofuran-3-yl)piperidin-4-yl)isoquinolin-3-yl)-3-(2-hydroxypropan-2-yl)cyclobutane-1-carboxamide